FC1=CC=C(C=C1)[C@H](C)N (1S)-1-(4-fluorophenyl)ethan-1-amine